BrC=1C=CC=2N(C1)N=CC2C=O 6-bromopyrazolo[1,5-a]pyridine-3-carbaldehyde